4-(isobutylamino)-2-((2-methoxy-4-(2-oxopyrrolidin-1-yl)phenyl)amino)-7H-pyrrolo[2,3-d]pyrimidine-5-carbonitrile C(C(C)C)NC=1C2=C(N=C(N1)NC1=C(C=C(C=C1)N1C(CCC1)=O)OC)NC=C2C#N